C(C)(C)(C)OC(=O)N1CCC(=CC1)C=1C(=NC(=CC1)C(NC([2H])([2H])[2H])=O)F 2-fluoro-6-((methyl-d3)carbamoyl)-3',6'-dihydro-[3,4'-bipyridine]-1'(2'H)-carboxylic acid tert-butyl ester